C(C)(C)(C)OC(=O)NCCN N-(t-butoxycarbonyl)-1,2-ethylenediamine